tert-butyl (3R)-3-aminoazepane-1-carboxylate N[C@H]1CN(CCCC1)C(=O)OC(C)(C)C